N-(5-(((1s,4s)-4-(methyl(pyrimidin-2-yl)amino)cyclohexyl)oxy)-7-morpholino-1,6-naphthyridin-3-yl)methanesulfonamide CN(C1CCC(CC1)OC1=C2C=C(C=NC2=CC(=N1)N1CCOCC1)NS(=O)(=O)C)C1=NC=CC=N1